ClC1=C(C(=CC=C1Cl)O)[C@@H]1CC(N(C1)CCCO)=O (4S)-4-(2,3-dichloro-6-hydroxyphenyl)-1-(3-hydroxypropyl)pyrrolidin-2-one